C(C)OC(=O)C1=CN=C(N=N1)N1C[C@@H](CC1)N(C)C(=O)OC(C)(C)C (R)-3-(3-((tert-Butoxycarbonyl)(methyl)amino)pyrrolidin-1-yl)-1,2,4-triazine-6-carboxylic acid ethyl ester